4,5-dichloro-2-pyridylamine ClC1=CC(=NC=C1Cl)N